racemic-N-(phenylsulfonyl)-6-(3-(2-(1-(trifluoromethyl)cyclopropyl)ethoxy)-1H-pyrazol-1-yl)-2-(2,2,4-trimethylsilolan-1-yl)nicotinamide C1(=CC=CC=C1)S(=O)(=O)NC(C1=C(N=C(C=C1)N1N=C(C=C1)OCCC1(CC1)C(F)(F)F)[SiH]1C(CC(C1)C)(C)C)=O